NC1=NN(C=C1C#N)C(=O)N(C)C amino-4-cyano-N,N-dimethyl-1H-pyrazole-1-carboxamide